N1(CCNCC1)C1=CC=C(C=C1)C#CC=1C=CC(=NC1)/C=C/C(=O)OC Methyl (2E)-3-(5-{2-[4-(piperazin-1-yl)phenyl]ethynyl}pyridin-2-yl)prop-2-enoate